C1(CC1)C1=NN(C=N1)C1CC2(CN(C2)C(=O)N2CCN(CC2)[C@H](C(=O)N)C2=CC=C(C=C2)F)C1 (2S)-2-[4-[6-(3-cyclopropyl-1,2,4-triazol-1-yl)-2-azaspiro[3.3]heptane-2-carbonyl]piperazino]-2-(4-fluorophenyl)acetamide